CC1=C(C(C2=CC=CC=C12)[Zr+](CC)CC)C dimethyl-bis-ethyl-indenyl-zirconium (IV)